CCC(CC)N[C@@H]([C@H](N)C1=CC=CC=C1)C1=CC=CC=C1 (1R,2R)-N-(3-pentyl)-1,2-diphenyl-ethylenediamine